C=1(C(=CC=C2C3=CC=CC=C3CC12)C=CC(=O)O)C=CC(=O)O.C1(=CC=CC2=CC=CC=C12)O.C1(=CC=CC2=CC=CC=C12)O dinaphthol fluorenediacrylate